6-nitrobenz[d]thiazol-2(3H)-one [N+](=O)([O-])C1=CC2=C(NC(S2)=O)C=C1